C1(CC1)C=1N=C(C=2N(C1)C=C(N2)CNC2=CC=C1C=CC(=NC1=C2)C2C(C2)C2=NC=CC(=N2)C)N2C(N(C(C2)=O)C)=O 1-(6-cyclopropyl-2-(((2-(2-(4-methylpyrimidin-2-yl)cyclopropyl)quinolin-7-yl)amino)methyl)imidazo[1,2-a]pyrazin-8-yl)-3-methylimidazolidine-2,4-dione